C(C)(C)(C)OC(=O)N1C(C(CC1)(C)C)=O tert-butyl-3,3-dimethyl-2-oxopyrrolidine-1-carboxylate